ClC=1C=NN(C1)CC(CC(=C)C)NC(OCCCC)=O butyl N-[1-[(4-chloropyrazol-1-yl)methyl]-3-methyl-but-3-enyl]carbamate